C1(CCCC1)C(CC#N)N1N=CC(=C1)C=1C2=C(N=CN1)N(C=C2)COCC[Si](C)(C)C 3-cyclopentyl-3-[4-(7-{[2-(trimethylsilyl)ethoxy]methyl}-7H-pyrrolo[2,3-d]pyrimidin-4-yl)-1H-pyrazol-1-yl]propanenitrile